copper cobalt titanium lithium [Li].[Ti].[Co].[Cu]